3-(7-fluoro-6-((4-methyloxazol-5-yl)methoxy)-3,4-dihydroisoquinolin-2(1H)-yl-2-hydroxypropyl)-6-(piperidin-1-yl)isonicotinamide FC1=C(C=C2CCN(CC2=C1)CC(CC1=C(C(=O)N)C=C(N=C1)N1CCCCC1)O)OCC1=C(N=CO1)C